[1-[4-[methyl(tetrahydropyran-4-yl)amino]-5-oxido-6,7-dihydro-thieno[3,2-d]pyrimidin-5-ium-2-yl]azetidin-3-yl] benzoate C(C1=CC=CC=C1)(=O)OC1CN(C1)C=1N=C(C2=C(N1)CC[S+]2[O-])N(C2CCOCC2)C